Cl.CNCC(C1=CC(=CC=C1)O)O alpha-[(methylamino)methyl]-3-hydroxybenzyl alcohol hydrochloride